4-amino-5-fluoro-6-(trifluoromethoxy)pyridine-3-carboxylic acid NC1=C(C=NC(=C1F)OC(F)(F)F)C(=O)O